C(#N)C1=CC=2N(N=C1)C(=CC2)C2=NC=C(C(=C2)NC2CC(C2)CNC(OC(C)(C)C)=O)C(NC[C@H](C(C)(C)O)F)=O tert-butyl (((1R,3r)-3-((2-(3-cyanopyrrolo[1,2-b]pyridazin-7-yl)-5-(((R)-2-fluoro-3-hydroxy-3-methylbutyl)carbamoyl)pyridin-4-yl)amino)cyclobutyl)methyl)carbamate